ClC=1C=C(C=CC1F)NC1=CC(=NC(=C1)C#N)NC1=CC=C2C=CN(C2=C1)C(=O)OC(C)(C)C tert-butyl 6-((4-((3-chloro-4-fluorophenyl) amino)-6-cyanopyridin-2-yl) amino)-1H-indole-1-carboxylate